N-[2-amino-5-(2-thienyl)phenyl]-4-(N-cyano-S-methyl-sulfonimidoyl)benzamide NC1=C(C=C(C=C1)C=1SC=CC1)NC(C1=CC=C(C=C1)S(=O)(=NC#N)C)=O